C(C1=CC=CC=C1)OC(=O)N[C@H](C(=O)OC(C)(C)C)CC(=O)N1CC(CCC1)CCOC1=CC(=C(C=C1)C)C[N+]#[C-] tert-butyl (2S)-2-(((benzyloxy)carbonyl)amino)-4-(3-(2-(3-(isocyanomethyl)-4-methylphenoxy)ethyl)piperidin-1-yl)-4-oxobutanoate